OC1=CC=C(C=C1)CCC=O 4-hydroxybenzenepropionaldehyde